tert-butyl (S)-4-(4-(2,6-dioxopiperidin-3-yl)-3,5-difluorophenoxy)piperidine-1-carboxylate O=C1NC(CC[C@H]1C1=C(C=C(OC2CCN(CC2)C(=O)OC(C)(C)C)C=C1F)F)=O